C1=CC=CC=2C3=CC=CC=C3C(C12)COC(=O)N([C@H](C(=O)O)CC1=CN(C(C=C1)=O)C)C (S)-2-((((9H-fluoren-9-yl)methoxy)carbonyl)(methyl)amino)-3-(1-methyl-6-oxo-1,6-dihydropyridin-3-yl)propanoic acid